{1-[2,6-difluoro-4-(5-hydroxymethyl-thiophen-3-yl)-phenyl]-piperidin-4-yl}-acetic acid ethyl ester C(C)OC(CC1CCN(CC1)C1=C(C=C(C=C1F)C1=CSC(=C1)CO)F)=O